COC(=O)[C@@H]1[C@H]2CC[C@@H](C[C@@H]1C1=CC=C(C=C1)I)N2CCCOS(=O)(=O)C.COC2=CC=C(CN(S(=O)(=O)C1=CC=CC=C1)S(=O)(=O)C1=CC=CC=C1)C=C2 N-(4-methoxybenzyl)-N-benzenesulfonyl-benzenesulfonamide (1r,2s,3s,5s)-methyl-N-(3-methanesulfonyloxypropyl)-3-(4-iodophenyl)-8-azabicyclo[3.2.1]octane-2-carboxylate